(3-[(amino-iminomethyl)-thio])-1-propylsulfonic acid NC(SCCCS(=O)(=O)O)=N